bisundecyl sebacate C(CCCCCCCCC(=O)OCCCCCCCCCCC)(=O)OCCCCCCCCCCC